C(C(O)C)(=O)OCCOC(C(O)C)=O ethylene glycol dilactate